COC1=C(CNC2=C3N=CN(C3=NC=N2)[C@H]2[C@@H](O)[C@H](O)[C@H](O2)CO)C=CC=C1OC 6-(2,3-Dimethoxybenzylamino)-9-β-D-arabinofuranosylpurin